C1(CC1)S(=O)(=O)NC1=CN=CC(=N1)C(CC)NC(C1=C(C=C(C=C1)C1=NC(=CN=C1)OCC)F)=O N-(1-(6-(cyclopropanesulfonylamino)pyrazin-2-yl)propyl)-4-(6-ethoxypyrazin-2-yl)-2-(S)-fluorobenzamide